[Cu].[V].[Ag] silver-vanadium-copper